C(C)(=O)N[C@H](C(=O)N1[C@@H](C[C@H](C1)O)C(=O)NCC1=C(C=C(C=C1)C1=C(N=CS1)C)OC1CCNCC1)C1CC1 (2S,4r)-1-((S)-2-acetamido-2-cyclopropylacetyl)-4-hydroxy-N-(4-(4-methylthiazol-5-yl)-2-(piperidin-4-yloxy)benzyl)pyrrolidine-2-carboxamide